ClC=1C=C(C=2CC[C@H](C2C1)O)S(=O)(=O)NC1=C(C(=C(C=C1)F)C=1C=C2C=NC(=NC2=CC1C)NC1CCN(CC1)CCOC)F (1R)-6-chloro-N-[2,4-difluoro-3-(2-{[1-(2-methoxyethyl)piperidin-4-yl]amino}-7-methylquinazolin-6-yl)phenyl]-1-hydroxy-2,3-dihydro-1H-indene-4-sulfonamide